OCCN1CCN(CC1)CCS(=O)(=O)O L-4-(2-hydroxyethyl)-1-piperazineethanesulfonic acid